C(C)C1=C(C=CC=C1)OB(O)O ethyl-phenyl-boric acid